1-Methylpiperidin-3-yl(8-amino-7-fluoro-6-(8-methyl-2,3-dihydro-1H-pyrido[2,3-b][1,4]oxazin-7-yl)isoquinolin-3-yl)carbamate CN1CC(CCC1)N(C([O-])=O)C=1N=CC2=C(C(=C(C=C2C1)C1=C(C2=C(OCCN2)N=C1)C)F)N